tert-butyl 2-[2-[2-(2-bromoethoxy)ethoxy]-ethoxy]acetate BrCCOCCOCCOCC(=O)OC(C)(C)C